N-(1'-(6-(3,3-difluoropyrrolidin-1-yl)-4-methylpyridin-2-yl)-1',2'-dihydrospiro[cyclopropane-1,3'-pyrrolo[3,2-c]pyridin]-6'-yl)acetamide FC1(CN(CC1)C1=CC(=CC(=N1)N1CC2(C=3C=NC(=CC31)NC(C)=O)CC2)C)F